(R)-N-(amino(5-((dimethylamino)methyl)-3-fluorothiophen-2-yl)(oxo)-λ6-sulfaneylidene)-2-(6-(difluoromethyl)-2,4-diisopropylpyridin-3-yl)acetamide N[S@](=NC(CC=1C(=NC(=CC1C(C)C)C(F)F)C(C)C)=O)(=O)C=1SC(=CC1F)CN(C)C